[Ni].N1=C(N)N=C(N)N=C1N melamine-nickel salt